2-((5-bromo-[1,1'-biphenyl]-3-yl)oxy)-9-(4-phenylpyridin-2-yl)-9H-carbazole BrC=1C=C(C=C(C1)C1=CC=CC=C1)OC1=CC=2N(C3=CC=CC=C3C2C=C1)C1=NC=CC(=C1)C1=CC=CC=C1